C(CCCCCC)C(CCCCCCCC)P(O)(=O)C(CCCCCCCC)CCCCCCC di(1-heptylnonyl)phosphinic acid